C(C)(C)(C)OC(=O)N1CCC(CC1)C(C)(C)C#N 4-(2-cyanoprop-2-yl)piperidine-1-carboxylic acid tert-butyl ester